4-amino-N-methyl-N-(7-(trifluoromethyl)isochroman-4-yl)imidazo[1,5-a]pyrido[3,4-e]pyrazine-8-carboxamide NC=1C=2N(C3=C(N1)C=NC(=C3)C(=O)N(C3COCC1=CC(=CC=C31)C(F)(F)F)C)C=NC2